4-fluoro-1-phenyl-6-(pyridin-2-ylamino)-1,2-dihydro-3H-indazol-3-one FC1=C2C(NN(C2=CC(=C1)NC1=NC=CC=C1)C1=CC=CC=C1)=O